FC=1C=CC(=NC1)C1=NNC(=C1)C 5-fluoro-2-(5-methyl-1H-pyrazol-3-yl)pyridine